azaspiro[4.4]nonan N1CCCC12CCCC2